6-((3-cyclopropyl-6,8-difluoro-1,4-dioxo-1,4-dihydronaphthalen-2-yl)methyl)-3-(trifluoromethyl)picolinonitrile C1(CC1)C1=C(C(C2=C(C=C(C=C2C1=O)F)F)=O)CC1=CC=C(C(=N1)C#N)C(F)(F)F